N-(cyclobutyl-(3-(1-methyl-1H-pyrazol-4-yl)pyridin-2-yl)methyl)-2-methylpropan-2-sulfinamide C1(CCC1)C(NS(=O)C(C)(C)C)C1=NC=CC=C1C=1C=NN(C1)C